OCC=1N=NN(C1)C1=CC=C(C=C1)C(C=CC1=CC=C(C=C1)Br)=O 1-[4-[4-(Hydroxymethyl)-1H-1,2,3-triazole-1-yl]phenyl]-3-(4-bromophenyl)-2-propene-1-one